3-methyl-3-(p-toluenesulfonyl)azetidine-1-carboxylic acid tert-butyl ester C(C)(C)(C)OC(=O)N1CC(C1)(S(=O)(=O)C1=CC=C(C)C=C1)C